2,3-dibromo-6,7-Dihydroimidazo[1,2-a]pyrazin-8(5H)-one BrC=1N=C2N(CCNC2=O)C1Br